thulium-silicon [Si].[Tm]